N-[(4-formyl-3-nitrophenyl)methyl]-N-(2-methanesulfonylpyridin-3-yl)-2-(trifluoromethyl)pyrimidine-5-carboxamide C(=O)C1=C(C=C(C=C1)CN(C(=O)C=1C=NC(=NC1)C(F)(F)F)C=1C(=NC=CC1)S(=O)(=O)C)[N+](=O)[O-]